BrC1=NN(C(=C1)C(=O)N(C)C1=C(C=C(C=C1C(=S)N(C)C)Cl)Cl)C1=NC=CC=C1Cl 3-bromo-1-(3-chloropyridin-2-yl)-N-(2,4-dichloro-6-(dimethylaminothioformyl)phenyl)-N-methyl-1H-pyrazole-5-carboxamide